F[P-](F)(F)(F)(F)F.OCCOC1=CC=C(C=C1)C=1C=CC=C2[SH+]C=3C=CC=CC3SC12 9-(4-hydroxyethoxyphenyl)thianthrenium hexafluorophosphate salt